CC1=C(C(=O)NC=2OC=NN2)C=CC(=C1S(=O)(=N)C)C(F)(F)F 2-methyl-3-(S-methylsulfonimidoyl)-N-(1,3,4-oxadiazol-2-yl)-4-(trifluoromethyl)benzamide